C(C)(C)S(=O)(=O)C=1C=C(OC[C@H](CNC2COC3(C2)CCN(CC3)S(=O)(=O)C3=CC2=CC=CC=C2C=C3)O)C=CC1 (2S)-1-(3-(isopropylsulfonyl)phenoxy)-3-(8-(naphthalen-2-ylsulfonyl)-1-oxa-8-azaspiro[4.5]decan-3-ylamino)propan-2-ol